2-oxa-7-azaspiro[3.4]octane C1OCC12CCNC2